C(C)(C)(C)C=1C(C(C(=C(C1Cl)Cl)C(C)(C)C)=O)=O 3,6-di-tert-butyl-4,5-dichloro-1,2-benzoquinone